Methyl (E)-9-(2-ethoxyvinyl)-4-oxo-4,5-dihydropyrrolo[1,2-a]quinoxaline-7-carboxylate C(C)O/C=C/C=1C=C(C=C2NC(C=3N(C12)C=CC3)=O)C(=O)OC